(trifluoromethanesulfonyl)(nonafluorobutanesulfonyl)amide FC(S(=O)(=O)[N-]S(=O)(=O)C(C(C(C(F)(F)F)(F)F)(F)F)(F)F)(F)F